C1(C2=C(C(O1)=O)C=C1C(C(OC1=O)=O)=C2)=O benzo[1,2-c:4,5-c']difuran-1,3,5,7-tetrone